BrC1=NNC2=C(C=CC=C12)OC 3-bromo-7-methoxy-1H-indazole